4-[2-fluoro-5-[[6-oxo-4-(trifluoromethyl)-1H-pyridine-3-carbonyl]amino]-4-[(3R,5S)-3,4,5-trimethylpiperazin-1-yl]phenyl]-3,6-dihydro-2H-pyridine-1-carboxylic acid phenyl ester C1(=CC=CC=C1)OC(=O)N1CCC(=CC1)C1=C(C=C(C(=C1)NC(=O)C1=CNC(C=C1C(F)(F)F)=O)N1C[C@H](N([C@H](C1)C)C)C)F